3,4-diazidoethoxyfurazan N(=[N+]=[N-])C1N(ON=C1N=[N+]=[N-])OCC